C(C)(C)C1=C(NC2=CC=C(C=C12)C1=NOC(=N1)C[C@H]1NCCC1)C1=C2C(=NC=C1)NN=C2 (S)-3-(3-isopropyl-2-(1H-pyrazolo[3,4-b]pyridin-4-yl)-1H-indol-5-yl)-5-(pyrrolidin-2-ylmethyl)-1,2,4-oxadiazole